Chloro-1',2'-dihydrospiro[cyclobutane-1,3'-pyrrolo[3,2-c]pyridine] ClN1CC2(C=3C=NC=CC31)CCC2